2-(5-chlorobenzofuran-2-yl)-2,2-difluoro-N-((1r,2r)-1-hydroxy-1-(2-isopropoxypyridin-4-yl)-3-(pyrrolidin-1-yl)propan-2-yl)acetamide ClC=1C=CC2=C(C=C(O2)C(C(=O)N[C@@H]([C@@H](C2=CC(=NC=C2)OC(C)C)O)CN2CCCC2)(F)F)C1